C(CCCCCCCCCCC)[Se]C(CC(=O)C1C(=CCCC1(C)C)C)C 3-(dodecylseleno)-1-(2,6,6-trimethyl-2-cyclohexen-1-yl)-1-butanone